O=C1NC(CCC1N1C(N(C2=C1C=CC(=C2)C2CCN(CC2)C2CCN(CC2)CC2CCN(CC2)C(=O)OC(C)(C)C)C)=O)=O tert-butyl 4-((4-(1-(2,6-dioxopiperidin-3-yl)-3-methyl-2-oxo-2,3-dihydro-1H-benzo[d]imidazol-5-yl)-[1,4'-bipiperidine]-1'-yl)methyl)piperidine-1-carboxylate